[2H]C([2H])([2H])N tri-deuteromethylamine